[Br-].C(CCCCCCCCCCCCC)[N+](C)(C)C (1-tetradecyl)trimethylammonium bromide